C(OC1CC2(CCC1)OOC1(OO2)C2CC3CC(CC1C3)C2)(OC2=CC=C(C=C2)[N+](=O)[O-])=O dispiro[adamantane-2,3'-[1,2,4,5]tetraoxane-6',1''-cyclohexan]-3''-yl (4-nitrophenyl) carbonate